COC1=C(C(=O)N)C=CC(=C1C1CCOCC1)C 2-methoxy-methyl-(tetrahydro-2H-pyran-4-yl)benzamide